ClC=1C(=C(C(=CC1)N)N)C 4-chloro-3-methylbenzene-1,2-diamine